FC1(C(CN(CC1)C=1C(=NC=2CCCCC2N1)C(=O)OCC)C)F ethyl 3-(4,4-difluoro-3-methylpiperidin-1-yl)-5,6,7,8-tetrahydroquinoxaline-2-carboxylate